tert-butyl (2S)-2-[7-[[tert-butyl(dimethyl)silyl]oxymethyl]-5-oxo-4H-pyrazolo[1,5-a]pyrimidin-2-yl]piperidine-1-carboxylate [Si](C)(C)(C(C)(C)C)OCC1=CC(NC=2N1N=C(C2)[C@H]2N(CCCC2)C(=O)OC(C)(C)C)=O